ClC=1C2=C(C=3NS(NCC3N1)(=O)=O)NC=C2Cl 6,7-dichloro-1,3,4,9-tetrahydropyrrolo[2',3':4,5]pyrido[3,2-c][1,2,6]thiadiazine 2,2-dioxide